N1(CCOCC1)C1(CCCC1)CNC(=O)C=1C=2C[C@@H]3[C@H](C2N(N1)C1=C(C=C(C=C1)F)F)C3 (1aR,5aR)-2-(2,4-Difluoro-phenyl)-1a,2,5,5a-tetrahydro-1H-2,3-diaza-cyclopropa[a]pentalene-4-carboxylic acid (1-morpholin-4-yl-cyclopentylmethyl)-amide